n-butylimidazol C(CCC)C=1NC=CN1